4-[((5-[(2,3-difluoro-6-methoxyphenyl)methoxy]-2-fluoro-4-hydroxyphenyl)carbamoyl)amino]thiophene-2,3-dicarboxylic acid methyl ester COC(=O)C=1SC=C(C1C(=O)O)NC(NC1=C(C=C(C(=C1)OCC1=C(C(=CC=C1OC)F)F)O)F)=O